C(C)(C)(C)OC(=O)N1C(CNCC1)C1=C(NC=2N(C1=O)N=C(N2)\C=C\C(=O)N2CCC2)CC (E)-2-(2-(3-(azetidin-1-yl)-3-oxoprop-1-en-1-yl)-5-ethyl-7-oxo-4,7-dihydro-[1,2,4]triazolo[1,5-a]pyrimidin-6-yl)piperazine-1-carboxylic acid tert-butyl ester